acetonide sulfate S(=O)(=O)([O-])[O-].[CH2-]C(=O)C